COC(=O)C1=NC=C(C(=N1)OC)NC(=O)OC(C)(C)C 5-((t-butoxycarbonyl)amino)-4-methoxypyrimidine-2-carboxylic acid methyl ester